2H-tetrazolium [NH+]=1NN=NC1